2-bromo-5-benzylbenzoic acid BrC1=C(C(=O)O)C=C(C=C1)CC1=CC=CC=C1